OC1CCN2C(NC(C=C21)=O)=O 5-hydroxy-5H,6H,7H-pyrrolo[1,2-c]pyrimidine-1,3-dione